[N+](=O)([O-])C1=CC(=C(OCCN2CCOCC2)C=C1)S(=O)(=O)C(F)(F)F 4-(2-(4-nitro-2-((trifluoromethyl)sulfonyl)phenoxy)ethyl)morpholine